C(#N)CCN1CC(C(CC1)C)N(C1=C2C(=NC=C1C(=O)OCC)NC=C2)C ethyl 4-((1-(2-cyanoethyl)-4-methylpiperidin-3-yl)(methyl)amino)-1H-pyrrolo[2,3-b]pyridine-5-carboxylate